(2S,4S)-N-[(1S)-2-amino-2-oxo-1-[[(3S)-2-oxo-3-piperidyl]methyl]ethyl]-4-methoxy-1-(4-methoxy-1H-indole-2-carbonyl)-4-(trifluoromethyl)pyrrolidine-2-carboxamide NC([C@H](C[C@H]1C(NCCC1)=O)NC(=O)[C@H]1N(C[C@@](C1)(C(F)(F)F)OC)C(=O)C=1NC2=CC=CC(=C2C1)OC)=O